C(C)SC1=NC(NC(N1CC1=C(C=C(C(=C1)F)F)F)=O)=O 6-ethylsulfanyl-1-(2,4,5-trifluorobenzyl)-1,3,5-triazine-2,4(1H,3H)-dione